3-acetyl-2-((3,5-dichlorophenyl)amino)-5-hydroxyquinazolin-4(3H)-one C(C)(=O)N1C(=NC2=CC=CC(=C2C1=O)O)NC1=CC(=CC(=C1)Cl)Cl